Benzyl ((1-(4-aminopyridin-2-yl)cyclopropyl)(methyl)(oxo)-λ6-sulfanylidene)carbamate NC1=CC(=NC=C1)C1(CC1)S(=O)(C)=NC(OCC1=CC=CC=C1)=O